4-(1-(5-((dimethylamino)methyl)pyrimidin-2-yl)piperidin-4-yl)-1-methyl-7-vinyl-1,4-dihydropyrido[2,3-b]pyrazine-2,3-dione CN(C)CC=1C=NC(=NC1)N1CCC(CC1)N1C2=C(N(C(C1=O)=O)C)C=C(C=N2)C=C